(E)-ethyl 3-(5-methylthiophen-2-yl)acrylate CC1=CC=C(S1)/C=C/C(=O)OCC